CC=1NC2=CC(=CC=C2C1C)C(C#N)(C1=CC=CC2=CC=CC=C12)C1=CC=C(C=C1)O 2-(2,3-Dimethyl-1H-indol-6-yl)-2-(4-hydroxyphenyl)-2-(naphthalen-1-yl)acetonitrile